sodium calcium L-ascorbic acid O=C1C(O)=C(O)[C@H](O1)[C@@H](O)CO.[Ca].[Na]